COC1=CC(=CC(=C1O[C@@H](CO)[C@H](C2=CC(=C(C=C2)O)OC)O)OC)[C@H]3[C@@H]4CO[C@H]([C@@H]4CO3)C5=CC(=C(C(=C5)OC)O[C@@H](CO)[C@@H](C6=C(C(=CC=C6)O)OC)O)OC The molecule is a neolignan isolated from the stems of Sinocalamus affinis. It has a role as a plant metabolite. It is a neolignan, a furofuran, a primary alcohol, a secondary alcohol and a dimethoxybenzene.